CC1=C(C=C(C=C1)N1N=C(C=CC1=O)C(=O)O)C=1N(N=NC1)C 1-[4-Methyl-3-(3-methyltriazol-4-yl)phenyl]-6-oxo-pyridazine-3-carboxylic acid